(S)-2-((7H-pyrrolo[2,3-d]pyrimidin-4-yl)amino)-4-((2-acetamidoethyl)(4-(5,6,7,8-tetrahydro-1,8-naphthyridin-2-yl)butyl)amino)butanoic acid N1=CN=C(C2=C1NC=C2)N[C@H](C(=O)O)CCN(CCCCC2=NC=1NCCCC1C=C2)CCNC(C)=O